3-hydroxy-1-(1H-indazol-6-yl)-5-oxo-2H-pyrrol OC=1CN(C(C1)=O)C1=CC=C2C=NNC2=C1